C(C)N(C(=O)C1=CC2=CC(=C(C(=C2C=C1)[N+](=O)[O-])O)O)CCCCN(C(CCCC)=O)C N-ethyl-6,7-dihydroxy-N-[4-[methyl(pentanoyl)amino]butyl]-5-nitro-naphthalene-2-carboxamide